2-(6-(6-((6-ethoxypyridin-3-yl)methyl)-3,6-diazabicyclo[3.1.1]heptan-3-yl)pyridin-3-yl)-N-(5-methyl-1H-pyrazol-3-yl)quinazolin-4-amine C(C)OC1=CC=C(C=N1)CN1C2CN(CC1C2)C2=CC=C(C=N2)C2=NC1=CC=CC=C1C(=N2)NC2=NNC(=C2)C